CNC[C@H]1[C@@H](C1)C N-methyl-1-((1R,2R)-2-methylcyclopropyl)methylamine